2-methyl-5-(3-aminophenyl)-N-(3-(2-oxopropyl)-1,2,4-thiadiazol-5-yl)furan-3-carboxamide CC=1OC(=CC1C(=O)NC1=NC(=NS1)CC(C)=O)C1=CC(=CC=C1)N